C(C)OC1=CN=CC(=N1)C=1C=CC(=NC1)NC(=O)C1(CCOCC1)C1=NC(=NC=C1)SC N-(5-(6-Ethoxypyrazin-2-yl)pyridin-2-yl)-4-(2-(methylthio)pyrimidin-4-yl)tetrahydro-2H-pyran-4-carboxamide